(2-isopropoxyphenylmethylene)ruthenium(II) C(C)(C)OC1=C(C=CC=C1)C=[Ru]